(2r,6r)-2-((benzyloxy)methyl)-6-methyl-4-((2-nitrophenyl)sulfonyl)morpholine C(C1=CC=CC=C1)OC[C@H]1CN(C[C@H](O1)C)S(=O)(=O)C1=C(C=CC=C1)[N+](=O)[O-]